N-(2,2-difluoro-1-(4-fluorophenyl)propyl)-2-(2,6-dioxopiperidin-3-yl)-1-oxoisoindoline-5-carboxamide FC(C(C1=CC=C(C=C1)F)NC(=O)C=1C=C2CN(C(C2=CC1)=O)C1C(NC(CC1)=O)=O)(C)F